C(C)OC(=O)C=1C(=NN2C1O[C@@H](CC2)C)C2CCNCC2 (5R)-5-methyl-2-piperidin-4-yl-6,7-dihydro-5H-pyrazolo[5,1-B][1,3]oxazine-3-carboxylic acid ethyl ester